C1(CC1)C(CCCCN1CCN(CC1)C(=O)OC(C)(C)C)OC1=C(C=C(C=C1)S(=O)(=O)CC)C=1C2=C(C(N(C1)C)=O)N(C=C2)S(=O)(=O)C2=CC=C(C=C2)C tert-butyl 4-[5-cyclopropyl-5-[4-ethylsulfonyl-2-[6-methyl-7-oxo-1-(p-tolylsulfonyl)pyrrolo[2,3-c]pyridin-4-yl]phenoxy]pentyl]piperazine-1-carboxylate